N-[2-[4-(benzyloxymethyl)cyclohexyl]thiazolo[4,5-c]pyridin-6-yl]-6-(trifluoromethyl)pyridine-2-carboxamide C(C1=CC=CC=C1)OCC1CCC(CC1)C=1SC2=C(C=NC(=C2)NC(=O)C2=NC(=CC=C2)C(F)(F)F)N1